(R)-2-(1-(3-chlorophenyl)-1H-pyrazol-4-yl)-N-(5-cyclobutyl-1H-pyrazol-3-yl)propanamide ClC=1C=C(C=CC1)N1N=CC(=C1)[C@H](C(=O)NC1=NNC(=C1)C1CCC1)C